N-(4-(N-([1,1'-biphenyl]-4-ylmethyl)sulfamoyl)phenyl)-2-(pyridin-4-yl)cyclopropane-1-carboxamide C1(=CC=C(C=C1)CNS(=O)(=O)C1=CC=C(C=C1)NC(=O)C1C(C1)C1=CC=NC=C1)C1=CC=CC=C1